FC1=CC=C(C=C1)C(C)N1CCN(CC1)C1=C(C(N(C=2C=CC(=NC12)C#N)C)=O)[N+](=O)[O-] 8-(4-(1-(4-fluorophenyl)ethyl)piperazin-1-yl)-5-methyl-7-nitro-6-oxo-5,6-dihydro-1,5-naphthyridine-2-carbonitrile